NCC(=O)NCCNC(C1=C(C=C(C=C1)NC=1C=2N(C=CN1)C(=CN2)C=2C(=NN(C2)CC#N)C(F)(F)F)CC)=O N-(2-(2-aminoacetamido)ethyl)-4-((3-(1-(cyanomethyl)-3-(trifluoromethyl)-1H-pyrazol-4-yl)imidazo[1,2-a]pyrazin-8-yl)amino)-2-ethylbenzamide